6-(Cyclohexyl(5-methylpyridin-2-yl)methyl)pyridin-2(1H)-one C1(CCCCC1)C(C1=CC=CC(N1)=O)C1=NC=C(C=C1)C